ClC1=C(OC2=CC=CC3=C2NC(=NS3(=O)=O)NCC3=CC(=CC=C3)OC(F)(F)F)C=CC=C1 5-(2-chlorophenoxy)-3-((3-(trifluoromethoxy)benzyl)amino)-4H-benzo[e][1,2,4]thiadiazine 1,1-dioxide